N-(3-(2-cyanocyclopropyl)-1-(2-(1,1-difluoroethyl)pyrimidin-4-yl)-1H-pyrazolo[4,3-c]pyridin-6-yl)acetamide C(#N)C1C(C1)C1=NN(C2=C1C=NC(=C2)NC(C)=O)C2=NC(=NC=C2)C(C)(F)F